O=C(CCC1=CC(=C(C(=C1)C(C)(C)C)O)C(C)(C)C)OCC(C)(C)COC(CCC1=CC(=C(C(=C1)C(C)(C)C)O)C(C)(C)C)=O 2,2-bis[[1-oxo-3-(3,5-di-tert-butyl-4-Hydroxyphenyl)propoxy]methyl]propane